2-butoxyethyl-4-(dimethylamino)-benzoate C(CCC)OCCOC(C1=CC=C(C=C1)N(C)C)=O